C(C)(C)(C)OC(=O)NCC=1N=NN(C1)CC1=CC=C(C=C1)NC(=O)C(C(=O)OCC)CC(C)C Ethyl 2-[[4-[[4-[(tert-butoxycarbonylamino)methyl] triazol-1-yl]methyl]phenyl]carbamoyl]-4-methyl-pentanoate